ClC1=C(C=CC=C1)C[C@H](C)N1C(=NC2=C1C=CC=1CCN(CC21)C(=O)OC)N2CCC(CC2)C(=O)O 1-[3-[(2S)-1-(2-chlorophenyl)propan-2-yl]-8-(methoxycarbonyl)-3H,6H,7H,8H,9H-imidazo[4,5-h]isoquinolin-2-yl]piperidine-4-carboxylic acid